N-butylpyridinium perfluorobutanesulfonate FC(C(C(C(F)(F)F)(F)F)(F)F)(S(=O)(=O)[O-])F.C(CCC)[N+]1=CC=CC=C1